2-(5-(bromomethyl)-2-fluorophenyl)-5-(trifluoromethyl)pyridine 8,8'-((2,3-bis((3-(pyrrolidin-1-yl)propanoyl)oxy)butane-1,4-diyl)-bis-(oxy))dioctanoate N1(CCCC1)CCC(=O)OC(COCCCCCCCC(=O)O)C(COCCCCCCCC(=O)O)OC(CCN1CCCC1)=O.BrCC=1C=CC(=C(C1)C1=NC=C(C=C1)C(F)(F)F)F